4-[(6S)-2,2-difluoro-7-[(5-methoxy-7-methyl-1H-indol-4-yl)methyl]-7-azaspiro[3.5]nonan-6-yl]-3-methanesulfonamidobenzoic acid FC1(CC2(C1)C[C@H](N(CC2)CC2=C1C=CNC1=C(C=C2OC)C)C2=C(C=C(C(=O)O)C=C2)NS(=O)(=O)C)F